C=C(C(=O)OCOC(=O)OC(C)C)CC(=O)OCOC(=O)OC(C)C Bis(((isopropoxycarbonyl) oxy) methyl) 2-methylenesuccinate